4H-[1,3]thiazolo[4,5-b]pyridin-7-one S1C=NC=2NC=CC(C21)=O